4-(benzyloxy)-4-(2,2-difluoropropyl)-8-(1-(tetrahydro-2H-pyran-2-yl)-1H-pyrazol-4-yl)-3,4-dihydro-1H,6H-pyrano[4,3-b]thieno[3,2-d]pyran-6-one C(C1=CC=CC=C1)OC1(COCC2=C1OC(C1=C2C=C(S1)C=1C=NN(C1)C1OCCCC1)=O)CC(C)(F)F